FC(C(=O)N)(C(C(C(C(C(C(C(C(F)(F)F)(F)F)(F)F)(F)F)(F)F)(F)F)(F)F)(F)F)F perfluorodecanamide